4'-[(1S)-1-{[8-(2,2-Dimethylpropyl)-7-oxo-7,8-dihydropyrido[2,3-d]pyrimidin-2-yl]amino}ethyl]biphenyl-2-carbonitril CC(CN1C(C=CC2=C1N=C(N=C2)N[C@@H](C)C2=CC=C(C=C2)C=2C(=CC=CC2)C#N)=O)(C)C